(S)-(6-(2-methyl-2H-[1,2,3]triazolo[4,5-b]pyridin-6-yl)thieno[2,3-b]pyridin-2-yl)(tetrahydro-2H-pyran-4-yl)methanol CN1N=C2C(N=CC(=C2)C2=CC=C3C(=N2)SC(=C3)[C@@H](O)C3CCOCC3)=N1